(3R,4S)-benzyl-3-azido-4-(3-(4,4,5,5-tetramethyl-1,3,2-dioxaborolan-2-yl)propyl)pyrrolidine-3-carboxylate C(C1=CC=CC=C1)OC(=O)[C@@]1(CNC[C@@H]1CCCB1OC(C(O1)(C)C)(C)C)N=[N+]=[N-]